P(O)(=O)(OP(=O)(O)OP(=O)(O)O)OC[C@@H]1[C@H]([C@H]([C@@H](O1)C1=CN(C(=O)NC1=O)C(C1=CC=CC=C1)=O)O)O 1-benzoyl-pseudouridine triphosphate